N-(3-cyano-4-methyl-1H-indol-7-yl)-1-[[1-(trifluoromethyl)cyclopropyl]methyl]pyrazole-4-sulfonamide C(#N)C1=CNC2=C(C=CC(=C12)C)NS(=O)(=O)C=1C=NN(C1)CC1(CC1)C(F)(F)F